S1C2N(C=C1)C=CN2C(=O)O Imidazo[2,1-b]Thiazole-7-carboxylic acid